ClC1=NC=C(C(=C1F)N)C 2-chloro-3-fluoro-5-methylpyridin-4-amine